NC=1N(C=2N3N=CN=C3C(=CC2C1C#N)C1CC1)C1=C(C(=CC=C1C)OC)C 4-amino-8-cyclopropyl-3-(3-methoxy-2,6-dimethylphenyl)-1,3,10,12-tetraazatricyclo[7.3.0.0^{2,6}]dodeca-2(6),4,7,9,11-pentaene-5-carbonitrile